Dimethyl 2-aminoisophthalate NC1=C(C(=O)OC)C=CC=C1C(=O)OC